F[C@H]1[C@H](C2=C(C=CC(=C2[C@H]1F)OC=1C=C(C#N)C=C(C1)F)S(=O)(=O)C)O 3-[[(1S,2S,3R)-2,3-difluoro-1-hydroxy-7-methylsulfonyl-2,3-dihydro-1H-inden-4-yl]oxy]-5-fluorobenzonitrile